FC1=C(C(NC(N1)=O)=O)C1=CC(=C(C=C1/C=C/C(=O)O)O)O fluorouracil-caffeic acid